N1=CC=C(C=C1)NC(C1=CC=CC=C1)=O N-(4-pyridyl)benzamide